FC1=C(C(=CC=C1)F)N1C=C(C=C1)N 1-(2,6-difluorophenyl)-1H-pyrrol-3-amine